ClC1=CC(=C(N)C=C1C=1C=NOC1C)OC1CCC1 4-chloro-2-cyclobutoxy-5-(5-methyl-isoxazol-4-yl)aniline